COC([C@H](C(C)C)N(C(=O)[C@@H]1[C@H](N(CC1)C(=O)OC(C)(C)C)C=C)C)=O tert-butyl (2R,3S)-3-(((S)-1-methoxy-3-methyl-1-oxobutan-2-yl)(methyl)carbamoyl)-2-vinylpyrrolidine-1-carboxylate